N-(2-(pyridin-2-yl)-ethyl)-3-p-menthancarboxamide N1=C(C=CC=C1)CCNC(=O)C1CC(CCC1C(C)C)C